2-Propanyl ({(3R,5aR,6R,7R,8aS)-6-[(1E,3R)-4-(3-chloro-2-fluorophenoxy)-3-hydroxy-1-buten-1-yl]-7-hydroxyoctahydro-2H-cyclopenta[b]oxepin-3-yl}methoxy)acetate ClC=1C(=C(OC[C@@H](/C=C/[C@H]2[C@@H](C[C@@H]3OC[C@H](CC[C@@H]32)COCC(=O)OC(C)C)O)O)C=CC1)F